4-(tetrahydro-2H-thiopyran-4-yl)benzenesulfonyl chloride S1CCC(CC1)C1=CC=C(C=C1)S(=O)(=O)Cl